COC1=CC=C(C=C1)NC(=O)NC(C)C1=CC=CC2=CC=CC=C12 1-(4-methoxyphenyl)-3-(1-(naphthalen-1-yl)ethyl)urea